tert-butyl 7-(1-((7-ethoxy-2-methyl-[1,2,4]triazolo[1,5-a]pyridin-6-yl)carbamoyl)-2,3-dihydro-1H-pyrrolo[2,3-b]pyridin-4-yl)-4,7-diazaspiro[2.5]octane-4-carboxylate C(C)OC1=CC=2N(C=C1NC(=O)N1CCC=3C1=NC=CC3N3CCN(C1(CC1)C3)C(=O)OC(C)(C)C)N=C(N2)C